4-dimethylamino-benzoic acid (2-ethyl) ester CCOC(C1=CC=C(C=C1)N(C)C)=O